2-[3-methyl-4-[2-(trifluoromethyl)-4-pyridyl]pyrazol-1-yl]-N-(5-pyrazin-2-yl-2-pyridyl)acetamide CC1=NN(C=C1C1=CC(=NC=C1)C(F)(F)F)CC(=O)NC1=NC=C(C=C1)C1=NC=CN=C1